2,3-dibromo-5,6-dimethyl-p-benzoquinone BrC=1C(C(=C(C(C1Br)=O)C)C)=O